(E,Z)-3,5-Dodecadienyl acetate C(C)(=O)OCC\C=C\C=C/CCCCCC